(4-(azetidin-3-ylmethoxy)isoindol-2-yl)(2-(benzyloxy)-4,6-dihydroxy-3-methylphenyl)methanone N1CC(C1)COC=1C2=CN(C=C2C=CC1)C(=O)C1=C(C(=C(C=C1O)O)C)OCC1=CC=CC=C1